FC(C=1C=CC=2N(N1)C(=CN2)C2=NC=CC(=C2)N2CC(CCC2)CNS(=O)(=O)C)F N-((1-(2-(6-(Difluoromethyl)imidazo[1,2-b]pyridazin-3-yl)pyridin-4-yl)piperidin-3-yl)methyl)methanesulfonamide